9-bromo-8-methoxy-1-(2,2,2-trifluoroethyl)-5,6-dihydroimidazo[5,1-a]isoquinoline BrC1=C(C=C2CCN3C(C2=C1)=C(N=C3)CC(F)(F)F)OC